[Br-].COC(OC)[SiH2]CCCCCCCCOC1=C(C=C(C=C1)O)[P+](C1CCCCC1)(C1CCCCC1)C1CCCCC1 (2-[8-(dimethoxymethylsilyl)octoxy]-5-hydroxyphenyl)tri(cyclohexyl)phosphonium bromide